ClC=1C=C(CC2C(N(CC2)C2=CC=C(C=C2)C2=CC=NC=C2)=O)C=CC1 3-(3-chlorobenzyl)-1-(4-(pyridin-4-yl)phenyl)pyrrolidin-2-one